C(C)(C)(C)N1CCN(CC1)C1=CC(=CC=C1)S(=O)(=O)C1=CN(C2=CC=C(C=C12)F)CC tert-butyl-4-(3-((1-ethyl-5-fluoro-1H-indol-3-yl)sulfonyl)phenyl)piperazine